Methyl-1-acetyl-2-oxoindolin-6-carboxylat COC(=O)C1=CC=C2CC(N(C2=C1)C(C)=O)=O